NCCCC(C(C(=O)NC1=CC=2N(C=C1)N=CC2)N2C(C=C(C(=C2)OC)C2=C(C=CC(=C2)Cl)C#N)=O)C 5-({6-amino-2-[4-(5-chloro-2-cyanophenyl)-5-methoxy-2-oxopyridin-1(2H)-yl]-3-methylhexanoyl}amino)pyrazolo[1,5-a]pyridine